C(#N)C(CNC1CCN(CC1)C(CN1N=C(C(=C1)NC(=O)C=1C=NN2C1N=CC=C2)C2=C(C=CC(=C2)SC2COC2)OC(F)F)=O)(C)C N-[1-[2-[4-[(2-cyano-2-methyl-propyl)amino]-1-piperidyl]-2-oxo-ethyl]-3-[2-(difluoromethoxy)-5-(oxetan-3-ylsulfanyl)phenyl]pyrazol-4-yl]pyrazolo[1,5-a]pyrimidine-3-carboxamide